FC1=CC(=CC=2N(C(=NC21)CC2=C(C(=C(C=C2F)C2=NC(=CC=C2)OCC=2SC(=NN2)OC)F)F)CC2(CC2)CF)C(=O)O 4-fluoro-1-((1-(fluoromethyl)cyclopropyl)methyl)-2-(2,3,6-trifluoro-4-(6-((5-methoxy-1,3,4-thiadiazol-2-yl)methoxy)pyridin-2-yl)benzyl)-1H-benzo[d]imidazole-6-carboxylic acid